FC1=C(C=CC(=C1)CN1CCN(CC1)C)C=1C=C2C(=CC=NC2=CC1)OC=1C=CC2=C(N=CS2)C1 5-((6-(2-fluoro-4-((4-methylpiperazin-1-yl)methyl)phenyl)quinolin-4-yl)oxy)benzo[d]thiazole